7,7-dimethyl-N-[(3S)-5-methyl-4-oxo-2,3-dihydro-1,5-benzoxazepine-3-yl]-4,5-dihydro-2H-pyrano[3,4-c]Pyrazole-3-carboxamide CC1(OCCC=2C1=NNC2C(=O)N[C@H]2COC1=C(N(C2=O)C)C=CC=C1)C